2-(1H-indol-5-yloxy)-N-({4-[(2-methoxyethyl)amino]-3-[(trifluoromethyl)sulfonyl]phenyl}sulfonyl)benzamide N1C=CC2=CC(=CC=C12)OC1=C(C(=O)NS(=O)(=O)C2=CC(=C(C=C2)NCCOC)S(=O)(=O)C(F)(F)F)C=CC=C1